2-(5-ethyl-2-pyridyl)ethanol p-toluenesulfonate CC1=CC=C(C=C1)S(=O)(=O)OCCC1=NC=C(C=C1)CC